BrC1=CNC=2N=CN=C(C21)NCC2=C(C=C(C=C2)OC)OC 5-bromo-N-[(2,4-dimethoxyphenyl)methyl]-7H-pyrrolo[2,3-d]pyrimidin-4-amine